BrC1=CC(=C(C=C1)C1=NN2C(=NC=3C=CC=CC3C2=N1)N[C@H]1C(NCCNC1)=O)Cl (6R)-6-{[2-(4-bromo-2-chlorophenyl)[1,2,4]triazolo[1,5-c]quinazolin-5-yl]amino}-1,4-diazepan-5-one